1-(tert-butyl) 4-ethyl 4-ethyl-3-oxopiperidine-1,4-dicarboxylate C(C)C1(C(CN(CC1)C(=O)OC(C)(C)C)=O)C(=O)OCC